6-(4-(tert-butoxycarbonyl)piperazin-1-yl)-5-ethyl-7-oxo-4-((2-(trimethylsilyl)ethoxy)methyl)-4,7-dihydro-[1,2,4]triazolo[1,5-a]pyrimidine-2-carboxylic acid C(C)(C)(C)OC(=O)N1CCN(CC1)C1=C(N(C=2N(C1=O)N=C(N2)C(=O)O)COCC[Si](C)(C)C)CC